P(OC(C(C)=O)C(CCCC)N)([O-])=O [1-(1-aminopentyl)-2-oxopropyl] phosphonate